4-((2-(3-azidoazetidin-1-yl)-2-oxoethyl)amino)-2-(2,6-dioxopiperidin-3-yl)isoindoline-1,3-dione N(=[N+]=[N-])C1CN(C1)C(CNC1=C2C(N(C(C2=CC=C1)=O)C1C(NC(CC1)=O)=O)=O)=O